C(C)OC(C(C(=O)OCC)=CNC1=CNC=2C1=NC=C(C2)Br)=O 2-(((6-bromo-1H-pyrrolo[3,2-b]pyridin-3-yl)amino)methylene)malonic acid diethyl ester